OC[C@H]1O[C@@H](OC1)C1=CC=CC=C1 trans-4-hydroxymethyl-2-phenyl-1,3-dioxolan